C1(CCC1)N1C(=NC=C(C1=O)C(=O)N)O 1-cyclobutyl-2-hydroxy-6-oxo-1,6-dihydropyrimidine-5-carboxamide